OCC=1C=C2C=CC(=NC2=CC1)C1(COC1)N(S(=O)C(C)(C)C)C N-[3-[6-(hydroxymethyl)-2-quinolyl]oxetan-3-yl]-N,2-dimethyl-propane-2-sulfinamide